C(CO)(=O)O[C@H](CO)COP(=O)(O)OCCN 2-glycolyl-sn-glycero-3-phosphoethanolamine